octan-2-yl (2-(pyrrolidin-1-yl)ethyl)carbamate N1(CCCC1)CCNC(OC(C)CCCCCC)=O